2-oxabicyclo[3.2.0]heptan-7-amine C12OCCC2CC1N